COCCN1C(CCC1)=O 1-(2-methoxyethyl)pyrrolidone